N-(4-(1-acetyl-2-methyl-4-propoxyindolin-5-yl)benzyl)-6-bromo-8-morpholinoimidazo[1,2-a]pyrazine-2-carboxamide C(C)(=O)N1C(CC2=C(C(=CC=C12)C1=CC=C(CNC(=O)C=2N=C3N(C=C(N=C3N3CCOCC3)Br)C2)C=C1)OCCC)C